C(C)(C)(C)OC(N(C)[C@H]1CN(CC1)C1=NC(=CC=C1)Br)=O (R)-(1-(6-bromopyridin-2-yl)pyrrolidin-3-yl)(methyl)carbamic acid tert-butyl ester